tert-butyl 3-fluoro-4-((4-nitro-1H-pyrazol-3-yl)oxy)pyrrolidine-1-carboxylate FC1CN(CC1OC1=NNC=C1[N+](=O)[O-])C(=O)OC(C)(C)C